BrC=1C(=NC(=NC1)NC=1C=C2CCN(CC2=CC1)CC1=CC=NC=C1)NC1=C(C(=O)NC)C=CC=C1 2-[5-bromo-2-(2-pyridin-4-ylmethyl-1,2,3,4-tetrahydro-isoquinolin-6-ylamino)-pyrimidin-4-ylamino]-N-methyl-benzamide